C12CN(CC(N1)C2)C=2C=C1CN(C(C1=CC2F)=O)C2C(NC(CC2)=O)=O 3-(5-(3,6-diazabicyclo[3.1.1]heptan-3-yl)-6-fluoro-1-oxoisoindolin-2-yl)piperidine-2,6-dione